C[C@@H]1COCCN1CC1(CC1)CO (R)-(1-((3-methylmorpholino)methyl)cyclopropyl)methanol